O=C1C(C=[Ru])C=C(C=C1)[N+](=O)[O-] (2-oxo-5-nitrobenzylidene)ruthenium(II)